C1(CC1)C=1OC(=CN1)C=1N=C(NC1)C1N(CCCC1)C(C(C)SC)=O 1-(2-(4-(2-cyclopropyloxazol-5-yl)-1H-imidazol-2-yl)piperidin-1-yl)-2-(methylsulfanyl)propan-1-one